CC(CCC=1OC(=CN1)C=1C=CC(=NC1C1=CC=2N(C=C1)C=CN2)C#N)(C)C 5-(2-(3,3-Dimethylbutyl)oxazol-5-yl)-6-(imidazo[1,2-a]pyridin-7-yl)picolinonitril